2-[1-[2-[(3S)-3-methoxy-1-piperidinyl]-6-methyl-4-oxo-chromen-8-yl]ethylamino]benzoic acid CO[C@@H]1CN(CCC1)C=1OC2=C(C=C(C=C2C(C1)=O)C)C(C)NC1=C(C(=O)O)C=CC=C1